ClC1=NC=C(C(=N1)C1=CC(=CC=C1)N1CCCCC1)F 2-chloro-5-fluoro-4-[3-(1-piperidyl)phenyl]pyrimidine